β-propionic acid C(CBr)C(=O)O